2-(5-(2-(dimethylamino)ethyl)-2-oxo-4-(trifluoromethyl)pyridin-1(2H)-yl)-4-fluoro-4-methylpentanoic acid CN(CCC=1C(=CC(N(C1)C(C(=O)O)CC(C)(C)F)=O)C(F)(F)F)C